(S)-2-(4-(3-((4-chloro-2-fluorobenzyl)oxy)-1H-pyrazol-1-yl)-2-fluoro-5-methylbenzyl)-1-(oxetan-2-ylmethyl)-1H-benzo[d]imidazole-6-carboxylic acid, ammonium salt [NH4+].ClC1=CC(=C(COC2=NN(C=C2)C2=CC(=C(CC3=NC4=C(N3C[C@H]3OCC3)C=C(C=C4)C(=O)[O-])C=C2C)F)C=C1)F